NCC1=CC(=NC=C1)S(=O)(=O)C[C@H]1N(C[C@H](C1)C1=CC=CC=C1)S(=O)(=O)N1CCS(CC1)(=O)=O 4-(((2S,4R)-2-(((4-(aminomethyl)pyridin-2-yl)sulfonyl)methyl)-4-phenylpyrrolidin-1-yl)sulfonyl)thiomorpholine 1,1-dioxide